4-(6-Methoxypyridin-3-yl)piperidin-4-amine COC1=CC=C(C=N1)C1(CCNCC1)N